N(=[N+]=[N-])[C@@H]1[C@@](O[C@H](C1)N1C(NC(C(=C1)C)=O)=O)(C)COC(C1=CC=C(C=C1)C)=O.OC1=C(C=C(C=C1)C(C)(C)C1=CC(=C(C=C1)O)Cl)Cl 2,2-bis(4-hydroxy-3-chlorophenyl)propane [(2S,3S,5R)-3-azido-2-methyl-5-(5-methyl-2,4-dioxo-3H-pyrimidin-1-yl)oxolan-2-yl]methyl-4-methylbenzoate